COC=1C=C(C=CC1OC)C=1NC2=CC=C(C=C2C1C(C)C)NC(=O)C1CNCC1 N-(2-(3,4-dimethoxyphenyl)-3-isopropyl-1H-indol-5-yl)pyrrolidine-3-carboxamide